CS(=O)(=O)C1=C(C(=O)N)C=CC=C1 2-(methanesulfonyl)benzamide